C(CC)[C@@H]1CC(OC1)=O |r| (R) and (S)-4-propyldihydrofuran-2(3H)-one